5,5-difluoro-5-(2-methoxypyridin-4-yl)pentanoic acid FC(CCCC(=O)O)(C1=CC(=NC=C1)OC)F